6-benzoxazolecarboxylic acid O1C=NC2=C1C=C(C=C2)C(=O)O